C(C)(C)(C)S(=O)(=O)C=1C(=CC=2N(C1)C(=CN2)C=2C=C(C(=C(C2)N(S(=O)(=O)CCC)C)C)OC)OC N-(5-(6-(tert-Butylsulfonyl)-7-methoxyimidazo[1,2-a]pyridin-3-yl)-3-methoxy-2-methylphenyl)-N-methylpropane-1-sulfonamide